ClC=1C=NC(N(C1)[C@H](CO)C1=CC=CC=C1)SC 5-chloro-N-[(1S)-2-hydroxy-1-phenylethyl]-2-(methylsulfanyl)pyrimidine